(6-(((6-amino-2,4-dimethylpyridin-3-yl)methyl)amino)pyrimidin-4-yl)(6-cyclopropylimidazo[1,2-a]pyridin-2-yl)methanol bisformic acid salt C(=O)O.C(=O)O.NC1=CC(=C(C(=N1)C)CNC1=CC(=NC=N1)C(O)C=1N=C2N(C=C(C=C2)C2CC2)C1)C